FC(C(=O)C1=CC(=CC=C1)[N+](=O)[O-])(F)F 2,2,2-Trifluoro-1-(3-nitrophenyl)ethan-1-on